N1C(N=CC2=CC=CC=C12)=S 2(1H)-Quinazolinethione